Cl.C(C)(C)(C)C1=CC=C(CN2CCC(CC2)N2C(=NC3=C2C=CC(=C3)F)C)C=C1 1-(1-(4-(tert-butyl)benzyl)piperidin-4-yl)-5-fluoro-2-methyl-1H-benzo[d]imidazole hydrochloride